5-(naphthalene-2-yloxy)pentan-1-ol C1=C(C=CC2=CC=CC=C12)OCCCCCO